BrCC(=O)C1=CC=C(C=N1)NC(OC)=O Methyl (6-(2-bromoacetyl)pyridin-3-yl)carbamate